FC1=C(C=C2C(=NC=NC2=C1)NC1=CC=C2C=CN(C2=C1)C)[N+](=O)[O-] 7-fluoro-N-(1-methyl-1H-indol-6-yl)-6-nitroquinazolin-4-amine